C(C)(C)(C)OC(=O)N1CC(CC1)C=1N=NC(=CC1)N 3-(6-Aminopyridazin-3-yl)pyrrolidine-1-carboxylic acid tert-butyl ester